ClC1=NN(C=C1NC1=NC=C(C(=N1)OCC1CCCCC1)F)C(C)C (1R,4R)-4-(((2-((3-chloro-1-isopropyl-1H-pyrazol-4-yl)amino)-5-fluoro-pyrimidin-4-yl)oxy)methyl)cyclohexan